CC1(OCC2=C1C=C(C=C2)OC2=CC=C(C=C2)N2C(N[C@](C2=O)(C)CC)=O)C (5R)-3-{4-[(3,3-dimethyl-1,3-dihydro-2-benzofuran-5-yl)oxy]phenyl}-5-ethyl-5-methyl-2,4-imidazolidinedione